1-(pyridine-2-yl)ethanol N1=C(C=CC=C1)C(C)O